COC(=O)C1=C(C2=C(N=C(N2C[C@H]2OCC2)CN2CCC=3C=C(C(=NC3C2)O)C(F)(F)F)C=C1)F 4-fluoro-2-[(3-trifluoromethyl-2-hydroxy-6,8-dihydro-5H-1,7-naphthyridin-7-yl)methyl]-3-[(2S)-oxetan-2-ylmethyl]-1,3-benzodiazole-5-carboxylic acid methyl ester